C(#N)C1=CC=C(C=C1)N(CC1=CC(=C(C=C1)OC)F)CC1OCC(CO1)NC(C(F)(F)F)=O N-(2-(((4-cyanophenyl)(3-fluoro-4-methoxybenzyl)amino)methyl)-1,3-dioxan-5-yl)-2,2,2-trifluoroacetamide